1,2-Benzothiazol S1N=CC2=C1C=CC=C2